N-[3,5-bis(trifluoromethyl)phenyl]-5-chloro-2-hydroxy-benzamide FC(C=1C=C(C=C(C1)C(F)(F)F)NC(C1=C(C=CC(=C1)Cl)O)=O)(F)F